BrC=1C=C(C=CC1)C1=CC=CC(=C1)Cl 3'-bromo-5-chloro-[1,1'-biphenyl]